BrC1=CC(=NC=C1)[C@@H](C)N(C(OC(C)(C)C)=O)CC tert-butyl (R)-(1-(4-bromopyridin-2-yl)ethyl)(ethyl)carbamate